1-methyl-6-oxo-N-(5-(3,4,5-trifluorobenzyl)pyridin-2-yl)-1,6-dihydropyridazine-3-carboxamide CN1N=C(C=CC1=O)C(=O)NC1=NC=C(C=C1)CC1=CC(=C(C(=C1)F)F)F